N1(CCCC1)CCC1=CNC2=CC(=CC=C12)OC(CCC)=O butyric acid 3-(2-(pyrrolidin-1-yl) ethyl)-1H-indol-6-yl ester